Cl.C1(CC1)CC1NCCC2=CC=C(C=C12)N(C=1C=NN(C1)C)C(C)C (cyclopropylmethyl)-N-isopropyl-N-(1-methyl-1H-pyrazol-4-yl)-1,2,3,4-tetrahydroisoquinolin-7-amine hydrochloride